ClC1=C2C=NN(C2=CC=C1C1=NNC2=NC(=CN=C21)N2C[C@H]1C([C@H]1C2)(C=2SC=C(N2)C)CN)C(F)F ((1R,5S,6r)-3-(3-(4-chloro-1-(difluoromethyl)-1H-indazol-5-yl)-1H-pyrazolo[3,4-b]pyrazin-6-yl)-6-(4-methylthiazol-2-yl)-3-azabicyclo[3.1.0]hexan-6-yl)methanamine